5-bromo-2,3-dihydrospiro[indene-1,2'-[1,3]dithiolane] BrC=1C=C2CCC3(SCCS3)C2=CC1